1-propyl-4-butylpiperidinium methanesulfonate CS(=O)(=O)[O-].C(CC)[NH+]1CCC(CC1)CCCC